2-stearoyl-serine C(CCCCCCCCCCCCCCCCC)(=O)[C@](N)(CO)C(=O)O